ethyl (2-hydroxyethyl)-1-(4-fluorophenyl)-3-(pentan-3-yl)-1H-pyrazolo[3,4-b]pyridine-4-carboxylate OCCC1=C(C2=C(N=C1)N(N=C2C(CC)CC)C2=CC=C(C=C2)F)C(=O)OCC